ClC1=CC=C2C3=C(C(OC2=C1)=O)C=C(C=C3)O 3-chloro-8-hydroxy-6H-benzo[c]chromen-6-one